NC1=C2N=CN(C2=NC=N1)[C@@H]1O[C@@H]([C@H]2OS(O[C@H]21)(=O)=O)CO (3aR,4R,6R,6aR)-4-(6-amino-9H-purin-9-yl)-6-(hydroxymethyl)tetrahydrofuro[3,4-d][1,3,2]dioxathiole 2,2-dioxide